ClC1=CC=C2C(=CC(=NC2=C1Cl)NC(CS(=O)(=O)N)CC1=CC=CC=C1)N1C=NC=C1 2-((7,8-Dichloro-4-(1H-Imidazol-1-Yl)Quinolin-2-Yl)Amino)-3-Phenylpropane-1-Sulfonamide